C(C)(C)(C)OC(=O)N1CC(C(C1)O)N1C[C@@H](N(CC1)C)C.O1COC2=C1C=CC(=C2)CN2CCN(CC2)C(=O)C2=C(C=CC=C2)C(C)=O 1-(2-(4-(benzo[d][1,3]dioxol-5-ylmethyl)piperazine-1-carbonyl)phenyl)ethanone tert-Butyl-3-((S)-3,4-dimethylpiperazin-1-yl)-4-hydroxypyrrolidine-1-carboxylate